N-(4-Amino-2H-pyrazolo[4,3-c]pyridin-7-yl)-N'-methyl-N'-[(1S)-1-[2,4-bis(trifluoromethyl)phenyl]ethyl]oxamide NC1=NC=C(C=2C1=CNN2)NC(=O)C(=O)N([C@@H](C)C2=C(C=C(C=C2)C(F)(F)F)C(F)(F)F)C